N-(6-bromothiazolo[4,5-b]pyrazin-2-yl)-2'-(difluoromethyl)-5'-methoxy-6-methyl-[4,4'-bipyridine]-3-carboxamide BrC=1N=C2C(=NC1)N=C(S2)NC(=O)C=2C=NC(=CC2C2=CC(=NC=C2OC)C(F)F)C